1,3-dichloro-5-(3-(2-methoxyphenoxy)-3,3-difluoroprop-1-en-2-yl)benzene ClC1=CC(=CC(=C1)C(=C)C(F)(F)OC1=C(C=CC=C1)OC)Cl